N-ethyl-N-(piperidin-4-yl)acetamide trifluoroacetate salt FC(C(=O)O)(F)F.C(C)N(C(C)=O)C1CCNCC1